[Si](C)(C)(C(C)(C)C)O[C@@H]1C[C@](N(C1)C(=O)OC(C)(C)C)(C(=O)OC)CCCCl 1-(tert-butyl) 2-methyl (2S,4R)-4-((tert-butyldimethylsilyl)oxy)-2-(3-chloropropyl)pyrrolidine-1,2-dicarboxylate